(E)-ethyl 3-(2'-methyl-4-(3-(5-(trifluoromethyl)pyridin-2-yloxy)pyrrolidin-1-yl)biphenyl-3-yl)acrylate CC1=C(C=CC=C1)C1=CC(=C(C=C1)N1CC(CC1)OC1=NC=C(C=C1)C(F)(F)F)/C=C/C(=O)OCC